CC1(NC(N(C1=O)C=1C=CC(=NC1)OC1=C(C=C(C#N)C=C1)CC)=O)C 4-{[5-(4,4-dimethyl-2,5-dioxo-1-imidazolidinyl)-2-pyridinyl]oxy}-3-ethylbenzonitrile